(S)-6-(8,8-dimethyl-7-(2,2,2-trifluoroethyl)-6,7,8,9-tetrahydro-3H-pyrazolo[4,3-f]isoquinolin-6-yl)-N-(1-(3-fluoropropyl)azetidin-3-yl)pyridin-3-amine CC1(N([C@@H](C2=CC=C3C(=C2C1)C=NN3)C3=CC=C(C=N3)NC3CN(C3)CCCF)CC(F)(F)F)C